(+-)-2,2-dimethyl-3-(2-phenethyl-1,3-dioxan-4-yl)-1-phenylpropan-1-one CC(C(=O)C1=CC=CC=C1)(CC1OC(OCC1)CCC1=CC=CC=C1)C